6-(pyridin-2-yl)-2,4(1H,3H)-pyrimidinedione N1=C(C=CC=C1)C1=CC(NC(N1)=O)=O